cyclopropyl-[(5S)-5-(2-fluorophenyl)-6,7-dihydro-5H-pyrrolo[1,2-b][1,2,4]triazol-2-yl]methanol C1(CC1)C(O)C=1N=C2N(N1)[C@@H](CC2)C2=C(C=CC=C2)F